6-cyclopropyl-2-oxo-1,2-dihydropyridine-4-carboxylic acid C1(CC1)C1=CC(=CC(N1)=O)C(=O)O